O1C=2N(CC1)N=C(C2)CN2C(C1=CC=C(C=C1C=N2)S(=O)(=O)C2=CC=CC=C2)=O ((2,3-Dihydropyrazolo[5,1-b]oxazol-6-yl)methyl)-6-(phenylsulfonyl)phthalazin-1(2H)-one